formylpyridoxal C(=O)CC1=NC=C(C(=C1O)C=O)CO